FC=1C=C(C=C(C1)C#CC)B1OC(C(O1)(C)C)(C)C 2-(3-fluoro-5-(prop-1-yn-1-yl)phenyl)-4,4,5,5-tetramethyl-1,3,2-dioxaborolane